2-morpholino-1-(4-phenoxyphenyl)-2-(pyridin-2-yl)ethan-1-amine O1CCN(CC1)C(C(N)C1=CC=C(C=C1)OC1=CC=CC=C1)C1=NC=CC=C1